5-((5-bromo-1-ethyl-1H-pyrazol-4-yl)methyl)pyrimidin-4-ol BrC1=C(C=NN1CC)CC=1C(=NC=NC1)O